COC1=C(C[C@@H]2[C@H]3C[C@H]3CN2C2=CC(=CC(N2)=O)N2CCOCC2)C=CC=C1 6-((1S,2R,5R)-2-(2-methoxybenzyl)-3-azabicyclo[3.1.0]hexan-3-yl)-4-morpholinopyridin-2(1H)-one